2,4-dioxo-1,3-diazepane O=C1NCCCC(N1)=O